C(#N)C1=CC(=C(OCC2=CC=CC(=N2)COC2CCN(CC2)CC2=NC3=C(N2C[C@H]2OCC2)C=C(C=C3)C(=O)OC)C=C1)F methyl (S)-2-((4-((6-((4-cyano-2-fluorophenoxy)methyl)pyridin-2-yl)methoxy)piperidin-1-yl)methyl)-1-(oxetan-2-ylmethyl)-1H-benzo[d]imidazole-6-carboxylate